N1N=CC(=C1)C1=CC=C(C=C1)NC1=NC(=NC=C1F)C=1C=C2CN(CC2=CC1)C(C(C)OC)=O 1-(5-(4-((4-(1H-pyrazol-4-yl)phenyl)amino)-5-fluoropyrimidin-2-yl)isoindolin-2-yl)-2-methoxypropan-1-one